FC(C(C(C(=O)OCC1=CC=C(C=C1)OC)(C)C)O)(F)F 4-methoxybenzyl 4,4,4-trifluoro-3-hydroxy-2,2-dimethylbutanoate